2-[(2R,4S,5S)-1-(2,4-dichlorophenyl)-5-hydroxy-2,6,6-trimethylhept-4-yl]-2,4-dihydro-3H-1,2,4-triazol-3-thione ClC1=C(C=CC(=C1)Cl)C[C@H](C[C@@H]([C@H](C(C)(C)C)O)N1N=CNC1=S)C